OC1[C@@H](O[C@@H]([C@H]1O)CO)N1C(=O)NC(=O)C(C)=C1 2'-hydroxy-deoxythymidine